(6Z,9Z,12Z,15Z)-18-propyloxacyclooctadeca-6,9,12,15-tetraen-2-one C(CC)C1C\C=C/C\C=C/C\C=C/C\C=C/CCCC(O1)=O